O=C1N(CCC(N1)=O)C1=CC(=NC=C1C)C(=O)O 4-(2,4-Dioxotetrahydropyrimidin-1(2H)-yl)-5-methylpicolinic acid